ClC=1C(=CC=2N(C1)C(=CN2)C2CC2)C#CC2=NN(C(=C2C(=O)N)NC)[C@@H]2CN([C@H](C2)COC)C(C=C)=O 3-(2-{6-chloro-3-cyclopropylimidazo[1,2-a]pyridin-7-yl}ethynyl)-1-[(3s,5r)-5-(methoxymethyl)-1-(prop-2-enoyl)pyrrolidin-3-yl]-5-(methylamino)pyrazole-4-carboxamide